dichloro[2,6-bis[4-(R)-tert-butyl-5,5-dimethyl-2-oxazolyl]pyridine] cobalt [Co].ClC=1C=C(C(=NC1C1OC(C(=N1)C(C)(C)C)(C)C)C1OC(C(=N1)C(C)(C)C)(C)C)Cl